C1(CCC1)C(=O)N1[C@H]([C@H](CC1)NS(=O)(=O)CF)CC=1C=C(C=CC1)C1=CC(=CC=C1)F N-((2S,3S)-1-(cyclobutylcarbonyl)-2-((3'-fluorobiphenyl-3-yl)methyl)pyrrolidin-3-yl)-1-fluoromethanesulfonamide